(S)-3,3-bisMethyl-2-butylamine CC([C@H](C)N)(C)C